6-methoxy-N,N-dimethylaminoethyl-Benzofuran COC1=CC2=C(C=C(O2)CCN(C)C)C=C1